N-(2-(phenylamino)vinyl)-N-(1-phenylethyl)formamide methyl-(E)-3-(3-chloro-1H-pyrazolo[3,4-b]pyridin-6-yl)acrylate COC(\C=C\C1=CC=C2C(=N1)NN=C2Cl)=O.C2(=CC=CC=C2)NC=CN(C=O)C(C)C2=CC=CC=C2